N-stearyl-behenic amide C(CCCCCCCCCCCCCCCCC)NC(CCCCCCCCCCCCCCCCCCCCC)=O